1-butyl-3-(4-(1-phenyl-2-(trifluoromethyl)-1H-benzoimidazol-5-yl)phenyl)urea C(CCC)NC(=O)NC1=CC=C(C=C1)C1=CC2=C(N(C(=N2)C(F)(F)F)C2=CC=CC=C2)C=C1